COC1(CCC(CC1)C=1N=C(C2=C(N1)NC=C2)NC2=NNC(=C2)C)C(=O)O 1-methoxy-4-(4-((5-methyl-1H-pyrazol-3-yl)amino)-7H-pyrrolo[2,3-d]pyrimidin-2-yl)cyclohexanecarboxylic acid